N1=CC=CC(=C1)N pyridin-5-amine